2-(p-toluenesulphonyl)benzothiazole CC1=CC=C(C=C1)S(=O)(=O)C=1SC2=C(N1)C=CC=C2